OC=1C=C(C=CC1C=1OC2=C(C(=CC(=C2C(C1C=CC(C)=C)=O)O)O)C1C=C(CC(C1C(=O)C1=C(C=C(C=C1)O)O)C1=C(C=C(C=C1)O)O)C)[O-] 3-hydroxy-4-(3-isoprenyl-5,7-dihydroxy-4-oxo-8-{3-methyl-6-[(2,4-dihydroxyphenyl)carbonyl]-5-(2,4-dihydroxyphenyl)cyclohex-2-enyl}-4H-chromen-2-yl)phenolate